benzylidene-1,3-bis(2,4,6-trimethylphenyl)-2-imidazolidinylidenedichloro(tricyclohexylphosphine) ruthenium [Ru].C(C1=CC=CC=C1)=C1N(C(N(C1)C1=C(C=C(C=C1C)C)C)=C1C(CCC(C1)(Cl)Cl)P(C1CCCCC1)C1CCCCC1)C1=C(C=C(C=C1C)C)C